Cl.Cl.Cl.Cl.NCCCNC=1C(=NC(=CC1C)Cl)C1=C2C(=NC=C1)C=C(S2)CN2C(C1C(C1C2=O)(C)C)=O 3-((7-(3-((3-aminopropyl)amino)-6-chloro-4-methylpyridin-2-yl)thieno[3,2-b]pyridin-2-yl)methyl)-6,6-dimethyl-3-azabicyclo[3.1.0]hexane-2,4-dione tetrahydrochloride